C(C)(C)(C)C=1N=C(C2=C(N1)N(C=C2I)CC(C)(C)OC(=O)OC(C)(C)C)N(C(O)=O)C(=O)OC(C)(C)C.C(=C)[Si](OCC)(OCC)OCC vinyl-triethoxysilane tert-butyl-(tert-butoxycarbonyl)(7-(2-((tert-butoxycarbonyl)oxy)-2-methylpropyl)-5-iodo-7H-pyrrolo[2,3-d]pyrimidin-4-yl)carbamate